NC=1C(=NC(=CN1)C1=C(C=C(C=C1)NC([C@@H](O)C1=CC(=CC(=C1)F)F)=O)C)C(=O)NC1CCOCC1 (S)-3-amino-6-(4-(2-(3,5-difluorophenyl)-2-hydroxyacetamido)-2-methylphenyl)-N-(tetrahydro-2H-pyran-4-yl)pyrazine-2-carboxamide